C(C)(C)(C)OC(=O)N1CCC2(CCCN2CC2=CC(=CC(=C2)F)Br)CC1 1-(3-bromo-5-fluorobenzyl)-1,8-diazaspiro[4.5]Decane-8-carboxylic acid tert-butyl ester